[N+](=O)([O-])C=1C=CC(=NC1)B(O)O 5-NITROPYRIDIN-2-YLBORONIC ACID